di-trihydroxypropane tetraacrylate C(C=C)(=O)O.C(C=C)(=O)O.C(C=C)(=O)O.C(C=C)(=O)O.OC(CC)(O)O.OC(CC)(O)O